2-(2,6-dioxopiperidin-3-yl)-1H-isoindole-1,3(2H)-dione O=C1NC(CCC1N1C(C2=CC=CC=C2C1=O)=O)=O